C1(CCCCC1)C1(C(C2C(CC1)O2)C)C(=O)[O-] cyclohexyl-2-methyl-3,4-epoxycyclohexylformate